CN1N=CC(=C1)CC=1C=NN(C1)C 1-methyl-4-((1-methyl-1H-pyrazol-4-yl)methyl)-1H-pyrazole